OC1C=2NC=NC2N=CN1 6-hydroxyl-1,6-dihydropurine